(2-cyclopropyl-8-ethyl-5-oxo-pyrido[2,3-d]pyridazin-6-yl)-N-pyrimidin-2-yl-acetamide C1(CC1)C=1C=CC2=C(C(=NN(C2=O)CC(=O)NC2=NC=CC=N2)CC)N1